(7-(1-(4-chlorobenzyl)piperidin-3-yl)-2-methylpyrazolo[1,5-a]pyrimidin-3-yl)ethan-1-amine ClC1=CC=C(CN2CC(CCC2)C2=CC=NC=3N2N=C(C3C(C)N)C)C=C1